COC=1C=C(CN(C=2OC=C(N2)CN2CCCCC2)CC2=CC(=CC=C2)N2CCN(CC2)C)C=CC1 N-(3-methoxybenzyl)-N-(3-(4-methylpiperazin-1-yl)benzyl)-4-(piperidin-1-ylmethyl)oxazol-2-amine